N-[3-[2-(difluoromethoxy)-5-[1-[rac-(3S,4S)-4-hydroxy-3-piperidyl]pyrazol-4-yl]oxy-phenyl]-1-methyl-pyrazol-4-yl]pyrazolo[1,5-a]pyrimidine-3-carboxamide FC(OC1=C(C=C(C=C1)OC=1C=NN(C1)[C@H]1CNCC[C@@H]1O)C1=NN(C=C1NC(=O)C=1C=NN2C1N=CC=C2)C)F |r|